acetic acid, hydrochloride Cl.C(C)(=O)O